2-methylbutan-1,2-diol CC(CO)(CC)O